(S)-3-Aminopiperidine-2,6-dione-d1 hydrochloride Cl.N[C@@H]1C(N(C(CC1)=O)[2H])=O